ClC=1C=C(C=CC1)C(=C)NC(C1=CC=CC=C1)=O N-(1-(3-chlorophenyl)vinyl)benzamide